CC(C)(C)OC(=O)N1CCC(CC1)OCC(=O)OC tert-butyl 4-(2-methoxy-2-oxoethoxy) piperidine-1-carboxylate